[(1S,2'S,6'S)-2'-methyl-6'-(1-methyltriazol-4-yl)spiro[isochromane-1,4'-piperidine]-6-yl]trifluoromethanesulfonate C[C@@H]1N[C@@H](C[C@]2(C1)OCCC1=CC(=CC=C12)OS(=O)(=O)C(F)(F)F)C=1N=NN(C1)C